NC=1C=CC2=C(NC(=N2)C2=C(C(=O)O)C=C(C=C2)[N+](=O)[O-])C1 2-(6-amino-1H-benzo[d]imidazole-2-yl)-5-nitrobenzoic acid